2-{[(1S)-1-(4-{4-[(1-acryloylpiperidin-4-yl)oxy]tetrahydro-2H-pyran-4-yl}phenyl)ethyl]amino}-8-(propan-2-yl)pyrido[2,3-d]pyrimidin-7(8H)-one C(C=C)(=O)N1CCC(CC1)OC1(CCOCC1)C1=CC=C(C=C1)[C@H](C)NC=1N=CC2=C(N1)N(C(C=C2)=O)C(C)C